4-(4-(4-(1-ethylpiperidin-4-yl)piperazin-1-yl)piperidin-1-yl)-6-(trifluoromethoxy)quinoline C(C)N1CCC(CC1)N1CCN(CC1)C1CCN(CC1)C1=CC=NC2=CC=C(C=C12)OC(F)(F)F